Trans-Ethyl (1S,2R)-2-[(4R)-4-[2-[2-fluoro-5-[(4,6,7-trifluoro-1H-indol-5-yl)oxy]phenyl]-1H-imidazol-4-yl]-4-methyl-chroman-8-yl]cyclopropanecarboxylate FC1=C(C=C(C=C1)OC=1C(=C2C=CNC2=C(C1F)F)F)C=1NC=C(N1)[C@@]1(CCOC2=C(C=CC=C12)[C@H]1[C@H](C1)C(=O)OCC)C